N1(C=NC=C1)C1=CC=C(C(=N1)C(=O)NC1CCC(CC1)OC)C(F)(F)F 6-(1H-imidazol-1-yl)-N-((1r,4r)-4-methoxycyclohexyl)-3-(trifluoromethyl)pyridinecarboxamide